2,2,2-tribromo-1-(2-nitrophenyl)ethanone BrC(C(=O)C1=C(C=CC=C1)[N+](=O)[O-])(Br)Br